2-chloro-4-(((3-(dibenzylamino)oxetan-3-yl)methyl)amino)pyrimidine-5-carboxylic acid ClC1=NC=C(C(=N1)NCC1(COC1)N(CC1=CC=CC=C1)CC1=CC=CC=C1)C(=O)O